2-chloro-6-methylphenyl isocyanate ClC1=C(C(=CC=C1)C)N=C=O